(S)-N-(1-(7-(8-ethynyl-3-hydroxynaphthalen-1-yl)-8-fluoro-2-((tetrahydro-1H-pyrrolizin-7a(5H)-yl)methoxy)pyrido[4,3-d]pyrimidin-4-yl)-4-methyl-1,4-diazepan-6-yl)acrylamide C(#C)C=1C=CC=C2C=C(C=C(C12)C1=C(C=2N=C(N=C(C2C=N1)N1CCN(C[C@@H](C1)NC(C=C)=O)C)OCC12CCCN2CCC1)F)O